(2S,4R)-1-((S)-2-(6-bromohexanamido)-3,3-dimethylbutanoyl)-4-hydroxy-N-((S)-1-(4-(4-methylthiazol-5-yl)phenyl)ethyl)pyrrolidine-2-carboxamide BrCCCCCC(=O)N[C@H](C(=O)N1[C@@H](C[C@H](C1)O)C(=O)N[C@@H](C)C1=CC=C(C=C1)C1=C(N=CS1)C)C(C)(C)C